3-(4-methoxyphenyl)-1-(4-((2-methylallyl)sulfonyl)phenyl)-4,5-dihydro-1H-pyrazole COC1=CC=C(C=C1)C1=NN(CC1)C1=CC=C(C=C1)S(=O)(=O)CC(=C)C